C(C1=CC=CC=C1)(=O)C1=C(OC2=C1C=CC=C2)CC(C(=O)OCC)(C(=O)OCC)C diethyl 2-((3-benzoylbenzofuran-2-yl) methyl)-2-methylmalonate